FC1=CC=2N(C=C1)C(=CN2)C2=C1CNC(C1=C(C=C2)NC2=NC=C(C=C2)N2[C@@H]1[C@H](OCC2)CNC1)=O 4-(7-fluoroimidazo[1,2-a]pyridin-3-yl)-7-((5-((4aS,7aR)-hexahydropyrrolo[3,4-b][1,4]oxazin-4(4aH)-yl)pyridin-2-yl)amino)isoindolin-1-one